2-(4-(9,10-bis(naphthalene-2-yl)anthracene-2-yl)phenyl)-1-phenyl-1H-benzo-[D]imidazole C1=C(C=CC2=CC=CC=C12)C=1C2=CC=CC=C2C(=C2C=CC(=CC12)C1=CC=C(C=C1)C1=NC2=C(N1C1=CC=CC=C1)C=CC=C2)C2=CC1=CC=CC=C1C=C2